N-(2-((cyclohexyloxy)methyl)benzyl)-4-(trifluoromethoxy)benzenesulfonamide C1(CCCCC1)OCC1=C(CNS(=O)(=O)C2=CC=C(C=C2)OC(F)(F)F)C=CC=C1